C(CCC)S(=O)(=O)N (S)-butyl-sulfonamide